C(C)(C)C1=NOC(=N1)N1CCC(CC1)C(C)OC=1SC2=NC(=CC=C2N1)C=1C=NC(=CC1)Cl 2-(1-(1-(3-isopropyl-1,2,4-oxadiazol-5-yl)piperidin-4-yl)ethoxy)-5-(6-chloropyridin-3-yl)thiazolo[5,4-b]pyridine